2-(4-(difluoromethylene)piperidin-1-yl)-4-iodobenzoic acid FC(=C1CCN(CC1)C1=C(C(=O)O)C=CC(=C1)I)F